NC1=CC=C(C=C1)NC1CCN(CC1)CCO 2-(4-((4-aminophenyl)amino)piperidin-1-yl)ethanol